3',5-difluoro-N-methyl-[1,1'-biphenyl]-3-carboxamide FC=1C=C(C=CC1)C1=CC(=CC(=C1)F)C(=O)NC